C(#N)N1CC2(CC1)C(NC1=C(O2)N=C(C=C1)C(=O)NC1=CC=C(C=C1)F)=O Cyano-N-(4-fluorophenyl)-2-oxo-1,2-dihydrospiro[pyrido[2,3-b][1,4]oxazine-3,3'-pyrrolidine]-6-carboxamide